Tert-butyl (S)-1-((1,3-dioxoisoindolin-2-yl) methyl)-8-((1-methyl-1H-benzo[d][1,2,3]triazol-5-yl) methoxy)-3,4-dihydroisoquinoline-2(1H)-carboxylate O=C1N(C(C2=CC=CC=C12)=O)C[C@H]1N(CCC2=CC=CC(=C12)OCC1=CC2=C(N(N=N2)C)C=C1)C(=O)OC(C)(C)C